8-Methylen-7,9-dioxabicyclo[4.3.0]-nonan C=C1OC2CCCCC2O1